triisopropyl(naphtho[2,3-b]benzofuran-1-yloxy)silane C(C)(C)[Si](OC1=CC=CC2=C1C1=C(O2)C=C2C=CC=CC2=C1)(C(C)C)C(C)C